4,4'-diamino-3,3'-bistrifluoromethyl-biphenyl NC1=C(C=C(C=C1)C1=CC(=C(C=C1)N)C(F)(F)F)C(F)(F)F